tribenzylidenePalladium C(C1=CC=CC=C1)=[Pd](=CC1=CC=CC=C1)=CC1=CC=CC=C1